C[Si]1(CCC(CCC1)NC(=O)C=1NC2=CC(=CC(=C2C1)C)C)C N-(1,1-dimethylsilepan-4-yl)-4,6-dimethyl-1H-indole-2-carboxamide